7-bromo-3-propylquinazoline-2,4(1H,3H)-dione BrC1=CC=C2C(N(C(NC2=C1)=O)CCC)=O